(2S,4S)-4-fluoro-1-[2-[(3R)-3-[(3-methyl-6-quinolinyl)amino]pyrrolidin-1-yl]acetyl]pyrrolidine-2-carbonitrile F[C@H]1C[C@H](N(C1)C(CN1C[C@@H](CC1)NC=1C=C2C=C(C=NC2=CC1)C)=O)C#N